(3Z,6Z)-10-bromo-3,6-decadiene BrCCC\C=C/C\C=C/CC